FC(C1=C(C=CC(=C1)C(F)(F)F)C1=CC(=C(N=N1)N[C@H]1[C@@H](CCCC1)O)C)(F)F |r| rac-(1R,2R)-2-({6-[2,4-bis(trifluoromethyl)phenyl]-4-methylpyridazin-3-yl}amino)cyclohexan-1-ol